5-(3-methoxypropyl)furan-2-carbonitrile COCCCC1=CC=C(O1)C#N